2-methyl-propanetricarboxylic acid CC(C(C(=O)O)(C(=O)O)C(=O)O)C